[Ru].C1=CC=CC2=CC3=CC=CC=C3C(=C12)C1=CC(=NC=C1)C1=NC(=CC=C1)C1=NC=CC=C1.C1=CC=CC2=CC3=CC=CC=C3C(=C12)C1=CC(=NC=C1)C1=NC(=CC=C1)C1=NC=CC=C1 bis(4-(9-anthracenyl)-2,2':6',2''-terpyridyl) ruthenium